ClC1=C(C=CC(=C1Cl)N)N 2,3-dichloro-p-phenylenediamine